N1=C(C=CC(=C1)CNC1=C2N=CN(C2=NC(=N1)C1=C(C=CC=C1)N)C(C)C)C=1C=NC=CC1 N-([2,3'-bipyridin]-5-ylmethyl)-2-(2-aminophenyl)-9-isopropyl-9H-purin-6-amine